4-(2-(3-methylbenzylidene)hydrazinyl)-7-(pyridin-3-yl)pyrido[2,3-d]pyrimidine CC=1C=C(C=NNC=2C3=C(N=CN2)N=C(C=C3)C=3C=NC=CC3)C=CC1